4-(1H-Triazol-5-yl)-1-[3-[4-[1-(trifluoro-methyl)cyclopropyl]phenyl]azetidin-1-yl]butan-1-one N1N=NC=C1CCCC(=O)N1CC(C1)C1=CC=C(C=C1)C1(CC1)C(F)(F)F